(E)-4-(((E)-3-(4-acetoxy-3-methoxyphenyl)acryloyl)oxy)-3-fluorobenzyl-3-(4-acetoxy-3-methoxyphenyl)acrylate C(C)(=O)OC1=C(C=C(C=C1)/C=C/C(=O)OC1=C(C=C(COC(\C=C\C2=CC(=C(C=C2)OC(C)=O)OC)=O)C=C1)F)OC